N-((5-chloro-6-((2-methyloxazol-4-yl)methoxy)-1H-indol-2-yl)methyl)azetidine-1-carboxamide ClC=1C=C2C=C(NC2=CC1OCC=1N=C(OC1)C)CNC(=O)N1CCC1